2-[5-Methyl-3-[[rac-(8S,8aS)-1,2,3,5,6,7,8,8a-octahydroindolizin-8-yl]amino]-1,2,4-triazin-6-yl]-5-(trifluoromethyl)phenol CC=1N=C(N=NC1C1=C(C=C(C=C1)C(F)(F)F)O)N[C@H]1CCCN2CCC[C@@H]12 |r|